L-1-propylamine C(CC)N